5-(cyclopentyloxy)-N-[(2,4-dimethoxyphenyl)methyl]pyridin-2-amine C1(CCCC1)OC=1C=CC(=NC1)NCC1=C(C=C(C=C1)OC)OC